CC1=C(C=C(C=C1)C)C1=CNC2=CC=C(C=C12)C(=O)N[C@@H]1C(N(C2=C(OC1)C=CC=C2)C)=O (S)-3-(2,5-dimethylphenyl)-N-(5-methyl-4-oxo-2,3,4,5-tetrahydrobenzo[b][1,4]oxazepin-3-yl)-1H-indole-5-carboxamide